C1(=C(C=CC=C1)C=CC=1C=CC(=C(C(=O)O)C1)O)C1=CC=CC=C1 5-(2-([1,1'-biphenyl]-2-yl)vinyl)-2-hydroxybenzoic acid